[Pb].[Zr].[La] lanthanum zirconium lead